[OH-].ClC=1C=CC2=C([N+](=C(S2)C=CC2=C(C(CCC2)=CC=C2SC3=C(N2CCCCS(=O)(=O)O)C=C(C=C3)Cl)C3=CC=CC=C3)CCCCS(=O)(=O)O)C1 5-Chloro-2-[2-(3-[2-[5-chloro-3-(4-sulfobutyl)-3H-benzothiazol-2-ylidene]-ethylidene]-2-phenylcyclohex-1-enyl)-vinyl]-3-(4-sulfobutyl)-benzothiazol-3-ium hydroxide